5-Methyl-2-phenylhex-2-enal CC(CC=C(C=O)C1=CC=CC=C1)C